BrC1=NC=CC(=C1)OCCOCCC(=O)OC(C)(C)C tert-butyl 3-(2-((2-bromopyridin-4-yl)oxy)ethoxy)propanoate